ethyl cinnamate (ETHYLCINNAMATE) C(C)C(C(=O)O)=CC1=CC=CC=C1.C(C=CC1=CC=CC=C1)(=O)OCC